CC1(OB(OC1(C)C)CCCC1C2NCCC1(N(C2)C(=O)OC(C)(C)C)C(=O)OC)C 6-tert-butyl 5-methyl 8-(3-(4,4,5,5-tetramethyl-1,3,2-dioxaborolan-2-yl)propyl)-2,6-diazabicyclo[3.2.1]octane-5,6-dicarboxylate